CN(/C=C/C(=O)C=1C=C(C=CC1O)C1=CC=CC=C1)C (E)-3-(dimethylamino)-1-(4-hydroxy-[1,1'-biphenyl]-3-yl)prop-2-en-1-one